6-bromo-1-methyl-1,3-dihydro-2-benzofuran BrC=1C=CC2=C(C(OC2)C)C1